FC1=C(C=CC=C1)C=1N(C2=C(C=NC(=C2)/C(/N)=N/O)N1)[C@H]1C[C@H](CCC1)NC(OC(C)(C)C)=O tert-butyl ((1S,3R)-3-(2-(2-fluorophenyl)-6-((Z)-N'-hydroxycarbamimidoyl)-1H-imidazo[4,5-c]pyridin-1-yl)cyclohexyl)carbamate